4-(2-((4-(bis(7-(2-ethylbutoxy)-2-hydroxy-7-oxoheptyl)amino)butanoyl)oxy)ethyl)piperazin C(C)C(COC(CCCCC(CN(CCCC(=O)OCCN1CCNCC1)CC(CCCCC(OCC(CC)CC)=O)O)O)=O)CC